(5S,12S,16S)-5-[(naphthalen-2-yl)methyl]-3,6,14-trioxo-1-(piperidin-4-yl)-2,4,7,13,15-pentaazaoctadecane-12,16,18-tricarboxylic acid C1=C(C=CC2=CC=CC=C12)C[C@H](NC(NCC1CCNCC1)=O)C(NCCCC[C@H](NC(N[C@@H](CCC(=O)O)C(=O)O)=O)C(=O)O)=O